ethyl 5-phenyl-1-(2,2,2-trifluoroethyl)-1H-pyrazole-3-carboxylate C1(=CC=CC=C1)C1=CC(=NN1CC(F)(F)F)C(=O)OCC